(S)-2-((4-fluoro-2,5-dimethylphenyl)amino)-N-((7-((2-methoxyethoxy)methyl)-1,4-oxazepan-4-yl)sulfonyl)oxazole-4-carboxamide FC1=CC(=C(C=C1C)NC=1OC=C(N1)C(=O)NS(=O)(=O)N1CCO[C@@H](CC1)COCCOC)C